N-(3-((2-((3-methyl-1-(1-methylpiperidin-4-yl)-1H-pyrazol-4-yl)amino)-5-(trifluoromethyl)pyrimidin-4-yl)amino)propyl)oxetan-3-carboxamide CC1=NN(C=C1NC1=NC=C(C(=N1)NCCCNC(=O)C1COC1)C(F)(F)F)C1CCN(CC1)C